BrC1=CC(=C(C(=O)/N=C/N(C)C)C(=C1)C)Cl 4-bromo-2-chloro-N-[(1E)-(dimethylamino)methylidene]-6-methylbenzamide